3-piperidin-4-yl-benzo[d]isoxazole HCl Cl.N1CCC(CC1)C1=NOC2=C1C=CC=C2